C(CCC)C1=C(C(=C(C=C1)C(=O)N)C(=O)O)C(=O)O butylbenzenetricarboxylic acid amide